CC1=C(C=CC=C1)NC=1SC=C(N1)C(F)(F)F N-(methylphenyl)-4-(trifluoromethyl)thiazol-2-amine